tert-butyl (3R,4R)-4-hydroxy-3-methylpiperidine-1-carboxylate O[C@H]1[C@@H](CN(CC1)C(=O)OC(C)(C)C)C